(7R)-7-{4-[(2E)-3-ethoxyprop-2-enoyl]piperazin-1-yl}-2-(4-phenoxyphenyl)-4,5,6,7-tetrahydro-2H-pyrazolo[4,3-b]pyridine-3-carboxamide C(C)O/C=C/C(=O)N1CCN(CC1)[C@H]1C=2C(NCC1)=C(N(N2)C2=CC=C(C=C2)OC2=CC=CC=C2)C(=O)N